ClC=1C=C(C=CC1)C1(CCCC1)NS(=O)(=O)C1=CC=C(C=C1)OC(F)(F)F N-(1-(3-chlorophenyl)cyclopentyl)-4-(trifluoromethoxy)benzenesulfonamide